[2-[bis(tert-butoxycarbonyl)amino]-1,3-benzothiazol-4-yl]boric acid C(C)(C)(C)OC(=O)N(C=1SC2=C(N1)C(=CC=C2)OB(O)O)C(=O)OC(C)(C)C